N1C(=NC2=C1C=CC=C2)C(C=CC2CCCCC2)=O 1-(1H-benzimidazol-2-yl)-3-cyclohexylprop-2-en-1-one